methyl 5-cyclopropyl-6-(3-methylimidazo[4,5-c]pyridin-7-yl)-3-[[5-methyl-1-(2,2,2-trifluoroethyl)pyrazol-4-yl]amino]pyrazine-2-carboxylate C1(CC1)C=1N=C(C(=NC1C=1C2=C(C=NC1)N(C=N2)C)C(=O)OC)NC=2C=NN(C2C)CC(F)(F)F